Methyl 2,5-dimethyl-6-(3-(trifluoromethyl)-7,8-dihydro-1,6-naphthyridin-6(5H)-yl)pyrimidine-4-carboxylate CC1=NC(=C(C(=N1)C(=O)OC)C)N1CC=2C=C(C=NC2CC1)C(F)(F)F